tert-butyl 3-fluoro-4-[[6-[3-(2-methoxy-4-methylsulfonyl-anilino) prop-1-ynyl]-1-(2,2,2-trifluoroethyl)benzimidazole-4-carbonyl]amino]-3-methyl-piperidine-1-carboxylate FC1(CN(CCC1NC(=O)C1=CC(=CC=2N(C=NC21)CC(F)(F)F)C#CCNC2=C(C=C(C=C2)S(=O)(=O)C)OC)C(=O)OC(C)(C)C)C